FC(C(=O)OC(C(F)(F)F)(C(F)(F)F)C(F)(F)F)(F)F perfluoro-t-butyl trifluoroacetate